ClC=1C(=CC(=NC1)OC)C1=CC(=NN1)C(=O)N1CCC(CC1)C(=O)NCC1=NOC(=C1)C(F)F 1-(5-(5-chloro-2-methoxypyridin-4-yl)-1H-pyrazole-3-carbonyl)-N-((5-(difluoromethyl)isoxazol-3-yl)methyl)piperidine-4-carboxamide